FC1=NC(=CC(=C1)C(=O)O)F 2,6-difluoro-4-pyridinecarboxylic acid